ClC1=NC(=CC=C1C#C[Si](C(C)C)(C(C)C)C(C)C)Cl 2-(2,6-dichloro-3-pyridyl)ethynyl-triisopropyl-silane